N-(2-(3-hydroxy-3-methylbutyl)-6-(4-morpholinophenyl)-2H-indazol-5-yl)-2-(pyridin-3-yl)thiazole-4-carboxamide OC(CCN1N=C2C=C(C(=CC2=C1)NC(=O)C=1N=C(SC1)C=1C=NC=CC1)C1=CC=C(C=C1)N1CCOCC1)(C)C